C(C)(=O)N1CCN(CC1)C1CCN(CC1)C=1C=C2C(=NC(=NC2=CC1OC)C)N[C@H](C)C=1C(=C(C#N)C=CC1)C (R)-3-(1-((6-(4-(4-acetyl-Piperazin-1-yl)piperidin-1-yl)-7-methoxy-2-methylquinazolin-4-yl)amino)ethyl)-2-methylbenzonitrile